C1(CC1)C(C(C)(C)O)N1CC2=NC=CC(=C2C1=O)NC(=O)C1=C2C(=NC=C1)CCC2 N-(6-(1-cyclopropyl-2-hydroxy-2-methylpropyl)-5-oxo-6,7-dihydro-5H-pyrrolo[3,4-b]pyridin-4-yl)-6,7-dihydro-5H-cyclopenta[b]pyridine-4-carboxamide